5-hydroxynaphthalene-1-sulfonamide OC1=C2C=CC=C(C2=CC=C1)S(=O)(=O)N